(E)-5-(3-((tert-butyldimethylsilyl)oxy)prop-1-en-1-yl)-2-(2,6-dioxopiperidin-3-yl)isoindoline-1,3-dione [Si](C)(C)(C(C)(C)C)OC/C=C/C=1C=C2C(N(C(C2=CC1)=O)C1C(NC(CC1)=O)=O)=O